(R)-N-((3-chloro-2,4-difluorophenyl)(trans-3-(trifluoromethyl)cyclobutyl)methyl)-2-methylpropane-2-sulfinamide ClC=1C(=C(C=CC1F)C(N[S@](=O)C(C)(C)C)[C@@H]1C[C@H](C1)C(F)(F)F)F